methylenebismaleimide C(C=1C(=O)NC(C1)=O)C=1C(=O)NC(C1)=O